CC1=CC=C(S1)CN1C(CCC1=O)C(=O)O 1-[(5-Methylthiophen-2-yl)methyl]-5-oxopyrrolidine-2-carboxylic Acid